methyl alpha-hydroxy-3,3-dimethylbutyrate OC(C(=O)OC)C(C)(C)C